2-(3-bromophenyl)-4,5-dihydro-1H-imidazole-1-carboxylic acid tert-butyl ester C(C)(C)(C)OC(=O)N1C(=NCC1)C1=CC(=CC=C1)Br